3-(4-Chloro-phenyl)-adamantane-1-carboxylic acid (4-methyl-piperazin-1-yl)-amide CN1CCN(CC1)NC(=O)C12CC3(CC(CC(C1)C3)C2)C2=CC=C(C=C2)Cl